C(C)(C)(C)OC(=O)N1C(C2(CC1)CC=CCC2)OS(=O)(=O)C(F)(F)F (((trifluoromethyl)sulfonyl)oxy)-2-azaspiro[4.5]dec-7-ene-2-carboxylic acid tert-butyl ester